FC1=C(CNC2=NN(C=C2)C)C=CC(=C1)C(F)(F)F N-(2-fluoro-4-(trifluoromethyl)benzyl)-1-methyl-1H-pyrazol-3-amine